(1-hydroxycyclohexyl) (phenyl) ketone C1(=CC=CC=C1)C(=O)C1(CCCCC1)O